FCC=O FLUOROACETALDEHYDE